FC1(CCC2(CNC3=CC=CC=C23)CC1)F 4,4-difluoro-1',2'-dihydrospiro[cyclohexane-1,3'-indole]